CN1CCN(CC1)C=1SC(=CN1)C(=O)N 2-(4-methylpiperazin-1-yl)thiazole-5-carboxamide